N-(5-(4-(4-(bis(4-methoxybenzyl)amino)imidazo[2,1-f][1,2,4]triazin-7-yl)-1H-pyrazol-1-yl)-6-methylpyridin-3-yl)-3-(2-cyanopropan-2-yl)benzamide COC1=CC=C(CN(C2=NC=NN3C2=NC=C3C=3C=NN(C3)C=3C=C(C=NC3C)NC(C3=CC(=CC=C3)C(C)(C)C#N)=O)CC3=CC=C(C=C3)OC)C=C1